3,3-dimethyl-1-butynesulfonic acid CC(C#CS(=O)(=O)O)(C)C